di(4-octyl) terephthalate C(C1=CC=C(C(=O)OC(CCC)CCCC)C=C1)(=O)OC(CCC)CCCC